ClC1=CC(=C(S1)NC)C(=O)NC1C(NC(CC1)=O)=O 5-chloro-N-(2,6-dioxopiperidin-3-yl)-2-(methylamino)thiophene-3-carboxamide